bromo-6-chloro-5-methyl-1-((2-(trimethylsilyl)ethoxy)methyl)-1H-indazole BrC1=NN(C2=CC(=C(C=C12)C)Cl)COCC[Si](C)(C)C